F[Si](C(F)(F)F)(I)F Difluoro-iodo(trifluoromethyl)-silane